4,4'-methylenebis(2-isopropyl-6-toluidine) C(C1=CC(=C(N)C(=C1)C)C(C)C)C1=CC(=C(N)C(=C1)C)C(C)C